BrC1=CC(=C2C(=NC=NN21)N)CN2CC1C(C1C2)(F)F 7-bromo-5-((6,6-difluoro-3-azabicyclo[3.1.0]hexan-3-yl)methyl)pyrrolo[2,1-f][1,2,4]triazin-4-amine